FC(C1=CC=CC(=N1)N1CC(=C(C=C1OC)C)C1=CC=NC(=C1)C)F N-(6-(difluoromethyl)pyridin-2-yl)-6-methoxy-4,6'-dimethyl-[3,4'-bipyridine]